2,2-bis-methylolbutanol-tris[3-(1-aziridinyl) propionate] N1(CC1)CCC(=O)O.N1(CC1)CCC(=O)O.N1(CC1)CCC(=O)O.C(O)C(CO)(CC)CO